(S)-3-((4-((2-hydroxy-1-phenylethyl)amino)-5-(3-(quinuclidin-4-yl)-1,2,4-oxadiazol-5-yl)pyridin-2-yl)amino)-7,10-dihydro-6H,12H-[1,2]diazepino[1,2-a]indazol-12-one OC[C@H](C1=CC=CC=C1)NC1=CC(=NC=C1C1=NC(=NO1)C12CCN(CC1)CC2)NC2=CC=C1C(N3N(C1=C2)CCC=CC3)=O